C1(CCCCC1)[C@@H](C(=O)NC1CCCCC1)N1C(=NC2=C1C=C(C=C2)F)C2=C(C(=CC=C2)F)F (S)-2,N-dicyclohexyl-2-[2-(2,3-difluoro-phenyl)-6-fluoro-benzoimidazol-1-yl]-acetamide